CC1(CC(=C2C(=NC(CS2)C(=O)O)C1)NC1=CC=C(C=C1)OCCCCCCCC)C 3,5,6,7-tetrahydro-6,6-dimethyl-8-[[4-(octyloxy)phenyl]amino]-2H-1,4-Benzothiazine-3-carboxylic acid